2-oxo-5-(4-((5-oxopyrrolidin-3-yl)methoxy)phenyl)-6-(trifluoromethyl)-1,2-dihydropyridine-3-carboxamide O=C1NC(=C(C=C1C(=O)N)C1=CC=C(C=C1)OCC1CNC(C1)=O)C(F)(F)F